The molecule is a hexahydroxyflavone that is flavone substituted by hydroxy groups at positions 3, 5, 6, 7, 3' and 4' respectively. It has a role as an antioxidant, an antiviral agent and a plant metabolite. It is a member of flavonols and a hexahydroxyflavone. It derives from a quercetin. C1=CC(=C(C=C1C2=C(C(=O)C3=C(O2)C=C(C(=C3O)O)O)O)O)O